ClC1=NC(=NC=C1O)C=1C=C(C=CC1)C 4-chloro-2-(m-tolyl)pyrimidin-5-ol